FC(C1=CC=C(C=C1)N1N=NC(=C1COC1=CC=C(N=N1)N1CC(N(CC1)C)=O)C)F 4-(6-((1-(4-(Difluoromethyl)phenyl)-4-methyl-1H-1,2,3-triazol-5-yl)methoxy)pyridazine-3-yl)-1-methylpiperazin-2-one